ethyl 8-methoxy-6-methyl-imidazo[1,2-a]pyrazine-2-carboxylate COC=1C=2N(C=C(N1)C)C=C(N2)C(=O)OCC